CC1(NC(=CC=C1)C)CC#N 2,6-dimethylpyridinacetonitrile